N-(6-(3,4-difluorophenyl)-1-phenyl-1H-pyrazolo[3,4-d]pyrimidin-4-yl)-5-nitrothiophene-2-carboxamide FC=1C=C(C=CC1F)C1=NC(=C2C(=N1)N(N=C2)C2=CC=CC=C2)NC(=O)C=2SC(=CC2)[N+](=O)[O-]